3-bromo-1-methyl-7-(2-methyl-4-(6-(trifluoromethyl)-pyrido[3,2-d]pyrimidin-2-yl)phenyl)-6,7-dihydro-1H-pyrazolo[3,4-f][1,4]oxazepin-8(5H)-one BrC1=NN(C=2C(N(CCOC21)C2=C(C=C(C=C2)C=2N=CC1=C(N2)C=CC(=N1)C(F)(F)F)C)=O)C